(3S)-3-[(1R)-1-[4-[(2-cyclopropyl-6-methyl-4-pyridinyl)oxymethyl]phenyl]ethyl]-3-methyl-pyrrolidine-2,5-dione hydrochloride monohydrate O.Cl.C1(CC1)C1=NC(=CC(=C1)OCC1=CC=C(C=C1)[C@@H](C)[C@]1(C(NC(C1)=O)=O)C)C